O[C@]1(CN(CCC1)C=1C2=C(N=C(N1)S(=O)C)CN(CC2)C(=O)OC(C)(C)C)C tert-butyl 4-((R)-3-hydroxy-3-methylpiperidin-1-yl)-2-(methylsulfinyl)-5,6-dihydropyrido[3,4-d]pyrimidine-7(8H)-carboxylate